C(CS(=O)(=O)OCCCCC)S(=O)(=O)OCCCCC dipentyl 1,2-ethanedisulfonate